C(C1=CC=CC=C1)NCC1=CC=C(C=C1)C N-benzyl-1-(p-tolyl)methanamine